ClC1=CC=C(N=N1)N1CCCC12CCCN(C2)C(=O)OC(C)(C)C tert-butyl 1-(6-chloropyridazin-3-yl)-1,9-diazaspiro[4.5]decane-9-carboxylate